tetrahydroimidazo[4,5-d]imidazole-2,5(1H,3H)-dione N1C(NC2C1NC(N2)=O)=O